ClC=1C=C(C(=NC1)OCC(C)C)S(=O)(=O)NC=1C(=C(C(=CC1)F)C=1N=CC=2N(C1)C=NC2C(=O)NC)F 6-[3-[5-chloro-2-(2-methylpropoxy)pyridine-3-sulfonamido]-2,6-difluorophenyl]-N-methylimidazo[1,5-a]pyrazine-1-carboxamide